F[B-](F)(F)F.C(C)OC1=C(C(CC(C1)(C)C)=[O+]CC)C1=CC=NC=C1 (E)-[3-Ethoxy-5,5-dimethyl-2-(4-pyridyl)cyclohex-2-en-1-ylidene]-ethyl-oxonium tetrafluoroborate